3-[6-[(3S)-4-[(4-fluoro-4-piperidyl)methyl]-3-methyl-piperazin-1-yl]pyrimidin-4-yl]-5-(1-methylcyclopropoxy)-1H-indazole FC1(CCNCC1)CN1[C@H](CN(CC1)C1=CC(=NC=N1)C1=NNC2=CC=C(C=C12)OC1(CC1)C)C